FC(C(=O)[O-])(F)F.FC(C(=O)[O-])(F)F.[Zn+2] zinc bistrifluoroacetate